N1=C(SC2=C1C=1CCOC1C=C2)N[C@H](C[C@@H](C)NC(OC(C)(C)C)=O)C#CC |&1:13| tert-butyl {(2R,4RS)-4-[(7,8-dihydrobenzofuro[4,5-d]thiazol-2-yl)amino]hept-5-yn-2-yl}carbamate